ClC1=C2C(=NC(=C1)C(=O)OC)C=CS2 methyl 7-chlorothieno[3,2-b]pyridine-5-carboxylate